C(C1=CC=CC=C1)OC1=NC(=CC=C1N1C(N(C2=C1C=CC(=C2)N2CC1(C2)CCN(CC1)C(=O)OC(C)(C)C)C)=O)OCC1=CC=CC=C1 tert-butyl 2-[1-(2,6-dibenzyloxy-3-pyridyl)-3-methyl-2-oxo-benzimidazol-5-yl]-2,7-diazaspiro[3.5]nonane-7-carboxylate